O(C(=O)C)[C@H](C(=O)Cl)C (S)-2-(acetoxyl)propionyl chloride